ClC=1C=C(C=CC1)N1C(\C(\CC1=O)=C/C1=C(OC=2C=C(C(=O)NC)C=CC2)C=CC=C1)=O (Z)-3-(2-((1-(3-chlorophenyl)-2,5-dioxopyrrolidin-3-ylidene)methyl)phenoxy)-N-methylbenzamide